BrC=1C=C2C(=C(C=NC2=CC1)C#N)N[C@H](C)C1=C(C(=CC=C1)C(F)(F)F)C (R)-6-bromo-4-((1-(2-methyl-3-(trifluoromethyl)phenyl)ethyl)amino)quinoline-3-carbonitrile